C(C)C(CO)C(C(CO)C)(CCC)CC 2,3-diethyl-4-methyl-3-propyl-1,5-pentanediol